(3S*,4R*)-4-(4-ethyl-2,6-difluorophenyl)-2-oxopyrrolidine-3-carboxylic acid C(C)C1=CC(=C(C(=C1)F)[C@H]1[C@@H](C(NC1)=O)C(=O)O)F |o1:9,10|